C(C)(C)(C)OC(=O)N1C[C@H]2CC[C@@H](C1)N2C(NC(C2=CC=CC=C2)=O)=S.BrC2=NC=C(C=C2)OC2CCOCC2 2-bromo-5-((tetrahydro-2H-pyran-4-yl)oxy)pyridine tert-butyl-(1R,5S)-8-(benzoylcarbamothioyl)-3,8-diazabicyclo[3.2.1]octane-3-carboxylate